6-cyano-4-[4-oxa-7-azaspiro[2.5]octan-7-yl]pyridine-3-carboxylic acid C(#N)C1=CC(=C(C=N1)C(=O)O)N1CCOC2(CC2)C1